C(C)(C)(C)OC(=O)NC1=C(NC=C1CN(C)C)C(=O)OCC ethyl 3-((tert-butoxycarbonyl) amino)-4-((dimethylamino) methyl)-1H-pyrrole-2-carboxylate